ClC=1C(=C(C=C(C1)Cl)C1CCN(CC1)C(CN1N=C(C2=C1CCC2)C(=O)N2C[C@H](O[C@H](C2)C)C)=O)C 1-[4-(3,5-dichloro-2-methylphenyl)piperidin-1-yl]-2-{3-[(2R,6S)-2,6-dimethylmorpholine-4-carbonyl]-5,6-dihydrocyclopenta[c]pyrazol-1(4H)-yl}ethan-1-one